CCCCCCCCCCC=CBr bromododecene